ClC1=CC=C(C=C1)/C=C/C(=O)C1=C(C=CC=C1O)F (E)-3-(4-Chlorophenyl)-1-(2-fluoro-6-hydroxyphenyl)prop-2-en-1-one